(S)-N-(5-(2-amino-[1,2,4]triazolo[1,5-a]pyridin-6-yl)-2-cyclopropylphenyl)-3-phenylisooxazolidine-2-carboxamide NC1=NN2C(C=CC(=C2)C=2C=CC(=C(C2)NC(=O)N2OCC[C@H]2C2=CC=CC=C2)C2CC2)=N1